ClC=1C=C(C=2N(C1)C(=NC2)C(F)(F)F)C2=C(C(=O)N(C(C)C)CC)C=C(C=C2)F 2-[6-Chloro-3-(trifluoromethyl)imidazo[1,5-a]pyridin-8-yl]-N-ethyl-5-fluoro-N-(isopropyl)benzamide